2-(azidomethyl)-6-(3-(1,1-difluoroethyl)phenyl)pyrazine N(=[N+]=[N-])CC1=NC(=CN=C1)C1=CC(=CC=C1)C(C)(F)F